6-(3-Chloro-6-(difluoromethyl)-2-fluorophenyl)-N-(1-((S or R)-1-(6-methyl-5-((1R,5S)-2-oxo-3-azabicyclo[3.1.0]hexan-3-yl)pyrazin-2-yl)ethyl)-1H-pyrazol-4-yl)pyrazine-2-carboxamide ClC=1C(=C(C(=CC1)C(F)F)C1=CN=CC(=N1)C(=O)NC=1C=NN(C1)[C@@H](C)C1=NC(=C(N=C1)N1C([C@@H]2C[C@@H]2C1)=O)C)F |o1:24|